N-(3-methoxy-4-(1,2,3,6-tetrahydropyridin-4-yl)phenyl)-5-(1,2,3,6-tetrahydropyridin-4-yl)thiophene-2-carboxamide bistrifluoroacetic acid salt FC(C(=O)O)(F)F.FC(C(=O)O)(F)F.COC=1C=C(C=CC1C=1CCNCC1)NC(=O)C=1SC(=CC1)C=1CCNCC1